C(CCCCC)N1C2=CC=CC=C2C=2C=CC(=C(C12)Br)Br N-hexyldibromocarbazole